(1R,3R)-2,2-dichloro-3-(3-fluoro-5-(trifluoromethyl)phenyl)cyclopropane-1-carboxylic acid ClC1([C@H]([C@@H]1C1=CC(=CC(=C1)C(F)(F)F)F)C(=O)O)Cl